CN(S(=O)(=O)C1=CC=C(C=C1)C[Sn](CCCC)(CCCC)CCCC)C N,N-dimethyl-4-((tributylstannyl)methyl)benzenesulfonamide